CCCCCCCC/C=C\\CCCCCCCC(=O)OC[C@H](COP(=O)(O)OCCNC)OC(=O)CCCCCCC/C=C\\CCCCCCCC The molecule is a 1,2-diacyl-sn-glycero-3-phospho-N-methylethanolamine in which the phosphatidyl acyl groups are both specified as oleoyl (9Z-octadecenoyl); major species at pH 7.3. It has a role as a human metabolite. It derives from an oleic acid. It is a tautomer of a 1,2-dioleoyl-sn-glycero-3-phospho-N-methylethanolamine zwitterion.